5-(2-(6-amino-9H-purin-9-yl)ethoxy)pyridinecarbonitrile NC1=C2N=CN(C2=NC=N1)CCOC=1C=CC(=NC1)C#N